FC1(OC2=C(O1)C=CC(=C2)C2(CC2)C(=O)NC2=CC=C(C(=N2)C=2C=C(C=CC2)C(NCCOCCOCCOCCOCCOCCC(=O)O)=O)C)F 1-(3-(6-(1-(2,2-difluorobenzo[d][1,3]dioxol-5-yl)cyclopropane-1-carboxamido)-3-methylpyridin-2-yl)phenyl)-1-oxo-5,8,11,14,17-pentaoxa-2-azaicosan-20-oic acid